7-Chloro-1-(2,6-diethylphenyl)pyrido[2,3-d]pyrimidine-2,4(1H,3H)dione ClC=1C=CC2=C(N(C(NC2=O)=O)C2=C(C=CC=C2CC)CC)N1